1-(7-(2-(1H-tetrazol-5-yl)phenyl)-5-phenyl-2,3,4,5-tetrahydrobenzo[b]oxepin-9-yl)-3-(1,3,4-thiadiazol-2-yl)urea N1N=NN=C1C1=C(C=CC=C1)C1=CC2=C(OCCCC2C2=CC=CC=C2)C(=C1)NC(=O)NC=1SC=NN1